O1C[C@H](CCC1)C1=NC=2C(=NC=CC2C2CCN(CC2)C(=O)C2=CC=C(C=C2)OC(F)(F)F)N1 |r| (rac)-[4-(2-tetrahydropyran-3-yl-3H-imidazo[4,5-b]pyridin-7-yl)-1-piperidyl]-[4-(trifluoromethoxy)phenyl]methanone